NC=1N=C(C=C2C=C(N=CC12)NC(=O)C1C(C1)C)Cl N-(8-amino-6-chloro-2,7-naphthyridin-3-yl)-2-methyl-cyclopropanecarboxamide